bis(3,5-bis(trifluoromethyl)phenyl)(2,4,6-trifluoro-phenyl)borane FC(C=1C=C(C=C(C1)C(F)(F)F)B(C1=C(C=C(C=C1F)F)F)C1=CC(=CC(=C1)C(F)(F)F)C(F)(F)F)(F)F